C(C1=CC=CC=C1)OCCOC1=C(C=C(C=C1)C1=NOC(=N1)[C@H]1N(CCC1)\C(\NC(=O)OC(C)(C)C)=N\C(OC(C)(C)C)=O)C(F)(F)F tert-butyl (S,E)-((2-(3-(4-(2-(benzyloxy)ethoxy)-3-(trifluoromethyl)phenyl)-1,2,4-oxadiazol-5-yl)pyrrolidin-1-yl)((tert-butoxycarbonyl)amino)methylene)carbamate